O[C@@H]1CNCC[C@H]1CNC1=NC=CC(=N1)C1=NC=2N(C=C1)N=CC2C(C)C trans-5-[2-(3-hydroxypiperidin-4-yl)methylamino-pyrimidin-4-yl]-3-isopropylpyrazolo[1,5-a]pyrimidine